2-fluoro-5-methyl-Phenylboronic acid FC1=C(C=C(C=C1)C)B(O)O